2-chloro-4-((3-(4-(difluoromethoxy)-2,3-difluorophenyl)imidazo[1,2-a]pyrazin-8-yl)amino)benzoic acid ClC1=C(C(=O)O)C=CC(=C1)NC=1C=2N(C=CN1)C(=CN2)C2=C(C(=C(C=C2)OC(F)F)F)F